4-((1-(4-(2-(2-aminopyridin-3-yl)-5-(6-(difluoromethyl)pyridin-3-yl)-3H-imidazo[4,5-b]pyridin-3-yl)benzyl)piperidin-4-yl)amino)pyrimidine-2-carbonitrile NC1=NC=CC=C1C1=NC=2C(=NC(=CC2)C=2C=NC(=CC2)C(F)F)N1C1=CC=C(CN2CCC(CC2)NC2=NC(=NC=C2)C#N)C=C1